5-chlorospiro[indoline-3,4'-piperidine]-2-one ClC=1C=C2C(=CC1)NC(C21CCNCC1)=O